CC(CN)(C)N 2-Methyl-1,2-propandiamin